4-chloro-2-methyl-6-(tributylstannyl)pyridine ClC1=CC(=NC(=C1)[Sn](CCCC)(CCCC)CCCC)C